((3ar,5r,6as)-5-(6-chloro-1H-indazol-4-yl)-5-hydroxycyclopenta[c]pyrrol-2(1H)-yl)(tetrahydro-2H-pyran-4-yl)methanone ClC1=CC(=C2C=NNC2=C1)C1(C=C2C(CN(C2)C(=O)C2CCOCC2)=C1)O